1-(2-(3-aminopyrrolidin-1-yl)ethyl)-3-(4-(2-(4-methoxyphenyl)propan-2-yl)thiazol-2-yl)urea NC1CN(CC1)CCNC(=O)NC=1SC=C(N1)C(C)(C)C1=CC=C(C=C1)OC